ClC1=NC=C(C(=N1)C1=C(C2=NC=C(C(=C2S1)C)C(C)(C)O)C)Cl 2-(2-(2,5-dichloropyrimidin-4-yl)-3,7-dimethylthieno[3,2-b]pyridin-6-yl)propan-2-ol